O1CCN(CC1)CC=1SC=CC1 2-(morpholinomethyl)thiophene